C(C)N(S(=O)(=O)C1=CC=C(C=C1)[N+](=O)[O-])CC N,N-diethyl-4-nitrobenzenesulfonamide